FC1=C(C=C(C=C1)C1CN2[C@H](CO1)CN(CC2)C(=O)C2=C(C(=CC=C2)OC)Cl)C2=CN(C=C2)C [(9aS)-3-[4-fluoro-3-(1-methylpyrrol-3-yl)phenyl]-3,4,6,7,9,9a-hexahydro-1H-pyrazino[2,1-c][1,4]oxazin-8-yl]-(2-chloro-3-methoxy-phenyl)methanone